N-[(R)-7-(4-fluorobenzoyl)-8-methyl-3-(3-methyl-1,2,4-thiadiazol-5-yl)-5,6,7,8-Tetrahydroimidazo[1,5-a]pyrazin-1-yl]-N-[2-((tetrahydro-2H-pyran-2-yl)oxy)Ethyl]acetamide FC1=CC=C(C(=O)N2[C@@H](C=3N(CC2)C(=NC3N(C(C)=O)CCOC3OCCCC3)C3=NC(=NS3)C)C)C=C1